C(CCCCCC)OC1=CC=C2C=3C=CC(=CC3C(C2=C1)(CCCCCCCC)CCCCCCCC)NC1=CC=CC=C1 7-(Heptyloxy)-9,9-dioctyl-N-phenyl-9H-fluoren-2-amine